S1(=O)(=O)NC(=O)C2=CC=CC=C12.CN(C)C1=CC=NC=C1 4-(N,N-dimethylamino)pyridine saccharin salt